N1N=CC2=CC=C(C=C12)C1=NC2=C(N1C(CC(=O)O)C(C)(C)C)C=CC(=C2)C(NC)=O 3-(2-(1H-indazol-6-yl)-5-(methylcarbamoyl)-1H-benzo[d]imidazol-1-yl)-4,4-dimethylpentanoic acid